amino-2-(1H-pyrazol-4-yl)-12-oxa-3-thia-6-azatricyclo[6.4.1.04,13]trideca-1,4(13),7-trien-5-one NN1C(C=2SC(=C3OCCCC(=C1)C32)C=3C=NNC3)=O